F/C=C(\CN)/COC1=C(C=C(C=C1)S(=O)(=O)CC1CCOCC1)F (E)-3-fluoro-2-((2-fluoro-4-(((tetrahydro-2H-pyran-4-yl)methyl)sulfonyl)phenoxy)methyl)prop-2-en-1-amine